ClC=1C(=C2C=NN(C2=CC1C)C1OCCCC1)C=1C(=NN(C1C)C1CC2(CN(C2)C(=O)OC(C)(C)C)C1)C=1C=C2C=NN(C2=CC1)C tert-butyl 6-(4-(5-chloro-6-methyl-1-(tetrahydro-2H-pyran-2-yl)-1H-indazol-4-yl)-5-methyl-3-(1-methyl-1H-indazol-5-yl)-1H-pyrazol-1-yl)-2-azaspiro[3.3]Heptane-2-carboxylate